FC1CC(C1)NC=1N=CC2=C(N(C(C=3C=C(C=CC23)N2CC3(C2)CN(C3)C)=O)[C@@H]3CC[C@H](CC3)O)N1 trans-3-((3-Fluorocyclobutyl)amino)-5-(4-hydroxycyclohexyl)-8-(6-methyl-2,6-diazaspiro[3.3]heptan-2-yl)pyrimido[4,5-c]isoquinolin-6(5H)-one